C(C1=CC=CC=C1)OC=1C(=C(C2=CC=C(C=C2C1)Br)F)NCC(=O)OC methyl 2-((3-(benzyloxy)-6-bromo-1-fluoronaphthalen-2-yl)amino)acetate